NC=1C=C(C(C#N)=CC1NCC1=C(C=C(C=C1)OC)OC)C#N 4-amino-5-(2,4-dimethoxybenzylamino)-phthalonitrile